C(C)C=1C(=C(NC1C)C=O)C 4-ethyl-3,5-dimethyl-2-pyrrolecarboxaldehyde